O1CC(CC1)NC(C1=CC=CC=C1)=O N-(tetrahydrofuran-3-yl)benzamide